(E)-2-benzyl-2-methylpent-3-en-1-ol C(C1=CC=CC=C1)C(CO)(\C=C\C)C